5-(3,3-dimethyl-2-oxo-7-(thiazol-4-yl)indolin-5-yl)-6-methyl-3,6-dihydro-2H-1,3,4-thiadiazin-2-one CC1(C(NC2=C(C=C(C=C12)C1=NNC(SC1C)=O)C=1N=CSC1)=O)C